COC=1C2=C(N=CN1)N(C=C2C(F)(F)F)C=2C=C(C#N)C=CN2 2-(4-methoxy-5-(trifluoromethyl)-7H-pyrrolo[2,3-d]pyrimidin-7-yl)isonicotinonitrile